Butyl 7-(3,5-dimethylphenyl)-2-azaspiro[3.5]nonane-2-carbothioate CC=1C=C(C=C(C1)C)C1CCC2(CN(C2)C(OCCCC)=S)CC1